2-(methacryloyloxy)ethyltrimethylammonium tetrafluoroborate F[B-](F)(F)F.C(C(=C)C)(=O)OCC[N+](C)(C)C